COCC1=NOC(=N1)C1=NN2C(=NC=3C=CC=CC3C2=N1)N[C@H]1C(NCCCC1)=O (3R)-3-({2-[3-(Methoxymethyl)-1,2,4-oxadiazol-5-yl][1,2,4]triazolo[1,5-c]quinazolin-5-yl}amino)azepan-2-one